COC1=CC=C(C=C1)N1C(=NC=2C1=NC=C(C2)C(=O)OC)C methyl 3-(4-methoxyphenyl)-2-methyl-3H-imidazo[4,5-b]pyridine-6-carboxylate